tripyridine iron [Fe].N1=CC=CC=C1.N1=CC=CC=C1.N1=CC=CC=C1